20-henicosene-1-amine C(CCCCCCCCCCCCCCCCCCC=C)N